2-hydroxy-4-(4-hydroxybutoxy)benzophenone OC1=C(C(=O)C2=CC=CC=C2)C=CC(=C1)OCCCCO